ClC=1C=C(C=C(C1)Cl)C=1C=C2C(=NC1)NN=C2C(=O)C=2C(=C(C=CC2F)NS(=O)(=O)CCC)F N-(3-(5-(3,5-dichlorophenyl)-1H-pyrazolo[3,4-b]pyridine-3-carbonyl)-2,4-difluorophenyl)propane-1-sulfonamide